N12C[C@H](C(CC1)CC2)OC(N[C@@H]2C(CC1=CC(=C(C=C21)F)C2=CC(=C(C=C2)OCCC)Cl)(C)C)=O (S)-quinuclidin-3-yl((R)-5-(3-chloro-4-propoxyphenyl)-6-fluoro-2,2-dimethyl-2,3-dihydro-1H-inden-1-yl)carbamate